N-(2-amino-2-oxoethyl)-2-(4-chlorobenzyl)-8-methyl-4,5-dihydro-2H-furo[2,3-g]indazole-7-carboxamide NC(CNC(=O)C1=C(C2=C(CCC3=CN(N=C23)CC2=CC=C(C=C2)Cl)O1)C)=O